N=1N(N=C2C1C=CC=C2)C=2C=C(C=C(C2O)C(C)(C)C)CCC(=O)OC methyl 3-[3-(benzotriazol-2-yl)-5-tert-butyl-4-hydroxy-phenyl]propanoate